C(C1=CC=CC=C1)(=O)C(CC(=O)O)CC(C)C(C1=CC=CC=C1)=O 2,4-dibenzoyl-carboxypentane